FC1=CC(=C(C=C1C=1CCN(CC1)C1CCN(CC1)C)NC(=O)C1=CNC(C=C1C(F)(F)F)=O)N1C[C@H](N([C@H](C1)C)C)C |r| N-[4-fluoro-5-[1-(1-methylpiperidin-4-yl)-3,6-dihydro-2H-pyridin-4-yl]-2-[rac-(3R,5S)-3,4,5-trimethylpiperazin-1-yl]phenyl]-6-oxo-4-(trifluoromethyl)-1H-pyridine-3-carboxamide